(1,7-dibromo-3-(3,5-difluorophenyl)imidazolo[1,5-a]pyridin-8-yl)methanol BrC=1N=C(N2C1C(=C(C=C2)Br)CO)C2=CC(=CC(=C2)F)F